4-(3-(piperidine-4-yl)-1H-pyrazol-5-yl)-1H-pyrrole N1CCC(CC1)C1=NNC(=C1)C=1C=CNC1